3-((3-((4-(4-amino-3-(4-phenoxyphenyl)-1H-pyrazolo[3,4-d]pyrimidin-1-yl)piperidin-1-yl)methyl)pyridin-2-yl)amino)piperidine-2,6-dione NC1=C2C(=NC=N1)N(N=C2C2=CC=C(C=C2)OC2=CC=CC=C2)C2CCN(CC2)CC=2C(=NC=CC2)NC2C(NC(CC2)=O)=O